ClC=1C(=C(C(=CC1)N1N=NN=C1)C=1C=CC(=[N+](C1)[O-])[C@H](CC([2H])([2H])OC([2H])([2H])[2H])N1N=CC(=C1)C=1N(N=CC1)C(F)F)F |o1:19| (S*)-5-(3-chloro-2-fluoro-6-(1H-tetrazol-1-yl)phenyl)-2-(1-(2-(difluoromethyl)-1'H,2H-[3,4'-bipyrazol]-1'-yl)-3-(methoxy-d3)propyl-3,3-d2)pyridine 1-oxide